(R)-2-((3-chloro-5-(2-(6-((2-methoxyethyl)(methyl)amino)-2-methylhexan-3-yl)-2,6-diazaspiro[3.4]octan-6-yl)-1,2,4-triazin-6-yl)oxy)-5-fluoro-N-isopropyl-N-methylbenzamide ClC=1N=NC(=C(N1)N1CC2(CN(C2)[C@@H](C(C)C)CCCN(C)CCOC)CC1)OC1=C(C(=O)N(C)C(C)C)C=C(C=C1)F